(R)-(Z)-3-((3-Ethyl-7-(methylthio)-1,1-dioxido-5-phenyl-3-propyl-2,3,4,5-tetrahydro-1,5-benzothiaazepin-8-yl)oxy)-2-fluoroacrylic acid C(C)[C@@]1(CS(C2=C(N(C1)C1=CC=CC=C1)C=C(C(=C2)O\C=C(\C(=O)O)/F)SC)(=O)=O)CCC